C1(=CC=C(C=C1)C1=CC=CC=C1)C=O 4,4'-biphenylcarbaldehyde